C(C)(C)(C)OC(=O)N1CC(C(CC1)OC=1C=C(C(=O)O)C=C(C1)C=1SC(=CN1)C)F 3-{[1-(tert-Butoxycarbonyl)-3-fluoropiperidin-4-yl]oxy}-5-(5-methyl-1,3-thiazol-2-yl)benzoic acid